CC=1C=C(C=CC1C)C=1C=CC(=[N+](C1)[O-])C(N[C@@H]1CS(C=C1)(=O)=O)=O |o1:17| (S or R)-5-(3,4-dimethylphenyl)-2-((1,1-dioxido-2,3-dihydrothiophen-3-yl)carbamoyl)pyridine 1-oxide